O=C1N(C(C2=CC=CC=C12)=O)C[C@@H](C(=O)NC1=CC=2C(=CN=CC2)S1)C1=CC=C(C=C1)CCO (S)-3-(1,3-dioxoisoindolin-2-yl)-2-(4-(2-hydroxyethyl)phenyl)-N-(thieno[2,3-c]pyridin-2-yl)propanamide